N'-ethoxy-5-Methylsulfonyl-6-[1-Methyl-5-(trifluoromethyl)benzimidazol-2-yl]Pyridine-2-carboxamidine C(C)ON=C(N)C1=NC(=C(C=C1)S(=O)(=O)C)C1=NC2=C(N1C)C=CC(=C2)C(F)(F)F